Cl[Si]1([SiH2]CC1)Cl dichloro-disilacyclobutane